C(C1=CC=CC=C1)(=O)ON(C)C N,N-dimethylamino benzoate